2-ethyl-4-[[3-[3-(trifluoromethyl)-1H-pyrazol-4-yl]imidazo[1,2-a]pyrazin-8-yl]amino]benzoic acid, hydrochloride Cl.C(C)C1=C(C(=O)O)C=CC(=C1)NC=1C=2N(C=CN1)C(=CN2)C=2C(=NNC2)C(F)(F)F